(4S)-6-(6-benzyloxy-3-fluoro-2-pyridyl)-7-chloro-N-cyclopropyl-4-methyl-8-(trifluoromethyl)-4H-imidazo[1,2-a][1,4]benzodiazepine-2-carboxamide C(C1=CC=CC=C1)OC1=CC=C(C(=N1)C1=N[C@H](C=2N(C3=C1C(=C(C=C3)C(F)(F)F)Cl)C=C(N2)C(=O)NC2CC2)C)F